(4aR,8aS)-6-[3-[5-(2,4-dichlorophenyl)-1,2,4-thiadiazol-3-yl]azetidine-1-carbonyl]-4,4a,5,7,8,8a-hexahydropyrido[4,3-b][1,4]oxazin-3-one ClC1=C(C=CC(=C1)Cl)C1=NC(=NS1)C1CN(C1)C(=O)N1C[C@@H]2[C@@H](OCC(N2)=O)CC1